potassium chloride, fluoride salt [F-].[Cl-].[K+]